1-((2S,3R,4R)-4-amino-2-cyclopropyl-6-fluoro-3-methyl-3,4-dihydroquinolin-1(2H)-yl)ethanone N[C@@H]1[C@H]([C@@H](N(C2=CC=C(C=C12)F)C(C)=O)C1CC1)C